CN(C)CCC[N+](=C=NCC)[S-] 1-(dimethylaminopropyl)-3-ethylcarbodiimide-sulfide